FC=1C=NC(=NC1)N1CCN(CC1)C1=C(C=O)C=C(C=C1)[N+](=O)[O-] 2-(4-(5-fluoropyrimidin-2-yl)piperazin-1-yl)-5-nitrobenzaldehyde